FC(C)(F)P(=O)(OC1=C(C(=CC(=C1)CCCCC)O)C1=C(C=CC(=C1)C)C(=C)C)N[C@@H](C)C(=O)OC methyl ((1,1-difluoroethyl) ((6-hydroxy-5'-methyl-4-pentyl-2'-(prop-1-en-2-yl)-[1,1'-biphenyl]-2-yl)oxy)phosphoryl)-L-alaninate